3-(2-fluorophenyl)-3-hydroxycyclobutanecarboxylic acid FC1=C(C=CC=C1)C1(CC(C1)C(=O)O)O